4-((3R,4R)-4-((5,7-dimethyl-1H-indol-4-yl)methyl)piperidin-3-yl)benzoic acid CC=1C(=C2C=CNC2=C(C1)C)C[C@H]1[C@@H](CNCC1)C1=CC=C(C(=O)O)C=C1